ClC=1C2=C(N=CN1)C(=CN2C)[N+](=O)[O-] 4-chloro-5-methyl-7-nitropyrrolo[3,2-d]pyrimidine